ClC=1C=C2C=NNC2=CC1N1CCN(CC1)C1(COC1)C 5-chloro-6-(4-(3-methyloxetan-3-yl)piperazin-1-yl)-1H-indazole